C(C)C(C(=O)N(C1=CC(=CC=C1)C)C)CC 2-ethyl-N-methyl-N-(3-methylphenyl)butyramide